perfluorodecanol sodium salt [Na].FC(C(C(C(C(C(C(C(C(C(F)(F)F)(F)F)(F)F)(F)F)(F)F)(F)F)(F)F)(F)F)(F)F)(O)F